COC1=CC=C(C2=CC=CC=C12)C=CC1=C(C=CC=C1)OC 1-(4-methoxynaphthalene-1-yl)-2-(2-methoxyphenyl)ethaneN